2-(2,6-dioxopiperidin-3-yl)-5-(4-((1'-(5-methoxy-2-(1-methyl-1H-pyrazol-4-yl)-4-nitrophenyl)-[1,4'-bipiperidin]-4-yl)methyl)piperazin-1-yl)isoindoline-1,3-dione O=C1NC(CCC1N1C(C2=CC=C(C=C2C1=O)N1CCN(CC1)CC1CCN(CC1)C1CCN(CC1)C1=C(C=C(C(=C1)OC)[N+](=O)[O-])C=1C=NN(C1)C)=O)=O